N1(CCCCC1)C(=O)OCOC1=C(C=C(C=C1)S(NC(C1=C(C=C(C=C1)N1CCN(CC1)CC(=C(CC(C)C)C1=CC=C(C=C1)Cl)C)OC=1C=C2C(=NC1)NC=C2)=O)(=O)=O)[N+](=O)[O-] ((4-(N-(2-((1H-pyrrolo[2,3-b]pyridin-5-yl) oxy)-4-(4-(3-(4-chlorophenyl)-2,5-dimethylhex-2-en-1-yl) piperazin-1-yl) benzoyl) sulfamoyl)-2-nitrophenoxy) methyl) piperidine-1-carboxylate